N-phenyl-N'-(3-methacryloyloxy-2-hydroxy-propyl)-p-phenylenediamine C1(=CC=CC=C1)NC1=CC=C(C=C1)NCC(COC(C(=C)C)=O)O